FC1=C(C=C(C=C1)[C@@H]1N(OCC1)C1=CC(=NC=N1)NC=1C(=CC(=C(C1)NC(C=C)=O)N1CCC(CC1)N1CCOCC1)OC)C(F)(F)F (R)-N-(5-((6-(3-(4-fluoro-3-(trifluoromethyl)phenyl)isoxazolidin-2-yl)pyrimidin-4-yl)amino)-4-methoxy-2-(4-morpholinopiperidin-1-yl)phenyl)acrylamide